(1S)-2,2-bis(4-fluorophenyl)-1-methylethyl-N-[[3-(acetoxy)-4-methoxy-2-pyridinyl]carbonyl]-L-alanine FC1=CC=C(C=C1)C([C@H](C)N([C@@H](C)C(=O)O)C(=O)C1=NC=CC(=C1OC(C)=O)OC)C1=CC=C(C=C1)F